Cl.C1(CCC1)SC=1C=2N(C=CC1)C(=NC2)C(C)(C)N 2-(8-(cyclobutylthio)imidazo[1,5-a]pyridin-3-yl)propan-2-amine hydrochloride